1-[4-(2,3-dihydro-1,4-benzodioxin-2-yl)benzyl]-N-(2-hydroxyethyl)piperidine-4-carboxamide O1C(COC2=C1C=CC=C2)C2=CC=C(CN1CCC(CC1)C(=O)NCCO)C=C2